2-ethylhexyl octanoate C(CCCCCCC)(=O)OCC(CCCC)CC